CC(C(=O)O)CCC(C(=O)O)=C 2-methyl-5-methyleneadipic acid